1,3-Dihydro-imidazo[4,5-b]quinolin-2-one N1C(NC2=NC=3C=CC=CC3C=C21)=O